(R)-tert-butyl 5-hydroxy-2-azabicyclo[2.2.1]heptane-2-carboxylate OC1C2CN([C@@H](C1)C2)C(=O)OC(C)(C)C